COC1=CC2=C(N=CS2)C=C1C(=O)N1CCN(CC1)C 6-methoxy-5-(4-methylpiperazine-1-carbonyl)-1,3-benzothiazol